3aH-cyclopenta[b]furan-3,3a-diol O1C=2C(C(=C1)O)(C=CC2)O